(3R,4R)-4-((5-chloro-4-(2-(piperidin-4-yl)oxazol-5-yl)pyrimidin-2-yl)amino)-1-(methylsulfonyl)piperidin-3-ol ClC=1C(=NC(=NC1)N[C@H]1[C@@H](CN(CC1)S(=O)(=O)C)O)C1=CN=C(O1)C1CCNCC1